CC1=NC2=CC=CC=C2C(=C1SC1=CC(=CC=C1)C)C(=O)O 2-methyl-3-[(3-methylphenyl)sulfanyl]quinoline-4-carboxylic acid